6-chloropyrimido[1',6':1,5]pyrazolo[4,3-c][1,7]naphthyridine ClC1=NC2=CN=CC=C2C=2C1=C1N(N2)C=NC=C1